C1=CC=CC=2C3=CC=CC=C3C(C12)COC(=O)NC1=C(C=C2C=CC(=CC2=C1)C(=O)O)N 7-((((9H-fluoren-9-yl)methoxy)carbonyl)amino)-6-amino-2-naphthoic acid